N-{[2-(2-oxo-1,2,3,4-tetrahydroquinazoline-6-carbonyl)-1,2,3,4-tetrahydroisoquinolin-1-yl]methyl}isoquinoline-4-carboxamide O=C1NC2=CC=C(C=C2CN1)C(=O)N1C(C2=CC=CC=C2CC1)CNC(=O)C1=CN=CC2=CC=CC=C12